CC1C=2N(C3=C(C=N1)C=CC=C3)C=NN2 4-methyl-4H-[1,2,4]Triazolo[4,3-a][1,4]Benzodiazepine